3-{2-cyano-1-[4-(7H-pyrrolo-[2,3-d]pyrimidin-4-yl)-1H-pyrazol-1-yl]ethyl}-N-methyl-N-phenylbenzenesulfonamide C(#N)CC(N1N=CC(=C1)C=1C2=C(N=CN1)NC=C2)C=2C=C(C=CC2)S(=O)(=O)N(C2=CC=CC=C2)C